C(C)(C)(C)C=1N=CN(C1)C1=NC2=CC=C(C=C2C(=C1)OCC)C1OCC1C(=O)N (2-(4-(tert-butyl)-1H-imidazol-1-yl)-4-ethoxyquinolin-6-yl)oxetan-3-carboxamide